(2S,4S)-4-hydroxy-N-(2-methoxy-5-(4-(trifluoromethyl)phenoxy)phenyl)-1-methyl-5-oxopyrrolidine-2-carboxamide O[C@H]1C[C@H](N(C1=O)C)C(=O)NC1=C(C=CC(=C1)OC1=CC=C(C=C1)C(F)(F)F)OC